3-(3-(naphthalen-2-yl)pyridin-4-yl)acrylic acid C1=C(C=CC2=CC=CC=C12)C=1C=NC=CC1C=CC(=O)O